methyltetrazineamine hydrochloride Cl.CC1=C(N=NN=N1)N